1-(2-cyanophenyl)piperidine-4-carboxamide C(#N)C1=C(C=CC=C1)N1CCC(CC1)C(=O)N